4-(trans-4'-pentylcyclohexyl)-1-bromobiphenyl C(CCCC)[C@@H]1CC[C@H](CC1)C1=CCC(C=C1)(C1=CC=CC=C1)Br